ClC1=C(C=CC(=C1)C(=O)N1[C@H]([C@@H](N(CC1)C1=CC(=CC=C1)Cl)C)C)[S@](=O)CC(=O)OCCOC |&1:24| (±)-2-Methoxyethyl 2-((2-chloro-4-(4-(3-chlorophenyl)-trans-2,3-dimethylpiperazine-1-carbonyl)phenyl)sulfinyl)acetate